[Mo].[Cr].[Co].[Ag] silver-cobalt-chromium-molybdenum